C12N(CC(C=C1)C2)C(=O)C2=CC=1C(=NON1)C=C2 2-Azabicyclo[2.2.1]hept-5-en-2-yl([2,1,3]-benzoxadiazol-5-yl)methanone